FC=1C=CC(=NC1)C1C(CC1)C=1NC(C2=C(N1)N(N=C2C#N)C(C)C=2C=NC(=CC2)C(F)(F)F)=O 6-(2-(5-Fluoropyridin-2-yl)cyclobutyl)-4-oxo-1-(1-(6-(trifluoromethyl)pyridin-3-yl)ethyl)-4,5-dihydro-1H-pyrazolo[3,4-d]pyrimidin-3-carbonitril